N2-(3-(1H-1,2,4-triazol-1-yl)propyl)-N4-phenyl-[1,1'-biphenyl]-2,4-diamine N1(N=CN=C1)CCCNC=1C(=CC=C(C1)NC1=CC=CC=C1)C1=CC=CC=C1